(4-fluoro-2-methoxyphenyl)(pyrimidin-2-yl)methanol FC1=CC(=C(C=C1)C(O)C1=NC=CC=N1)OC